6-hydrazinyl-1-(4-methoxybenzyl)-1H-benzo[d]imidazole N(N)C=1C=CC2=C(N(C=N2)CC2=CC=C(C=C2)OC)C1